C1(=CC=CC=C1)P(C1=CC=CC=C1)[Pd]P(C1=CC=CC=C1)C1=CC=CC=C1 bis(diphenylphosphino)palladium